CN1N=NC2=C1C=CC(=C2)NC(NC2=C(C1=C(S2)CCCCC1)C(=O)OCC)=O ethyl 2-(3-(1-methyl-1H-benzo[d][1,2,3]triazol-5-yl)ureido)-5,6,7,8-tetrahydro-4H-cyclohepta[b]thiophene-3-carboxylate